methyl 4-(3-amino-1-methyl-1H-pyrazol-4-yl)-7-(3-methoxy-2,6-dimethylphenyl)-2-methyl-7H-pyrrolo[2,3-d]pyrimidine-5-carboxylate NC1=NN(C=C1C=1C2=C(N=C(N1)C)N(C=C2C(=O)OC)C2=C(C(=CC=C2C)OC)C)C